2-bromo-N-(3-cyano-1H-indol-7-yl)-1-methylimidazole-4-sulfonamide BrC=1N(C=C(N1)S(=O)(=O)NC=1C=CC=C2C(=CNC12)C#N)C